FC=1C=C2C(=NNC2=CC1OCCO)C1=CC(=NO1)C1=CC=C(C=C1)C(=O)N1CCN(CC1)C1COC1 2-{[5-Fluoro-3-(3-{4-[4-(oxetan-3-yl)piperazine-1-carbonyl]phenyl}-1,2-oxazol-5-yl)-1H-indazol-6-yl]oxy}ethan-1-ol